2-Amino-7-fluoro-4-((S)-5-fluoro-3-(((S)-2-methylidenetetrahydro-1H-pyrrolizin-7a(5H)-yl)methoxy)-7,9-dihydrofuro[3,4-f]quinazolin-6-yl)benzo[b]thiophene-3-carbonitrile NC1=C(C2=C(S1)C(=CC=C2C=2C1=C(C=3C=NC(=NC3C2F)OC[C@]23CCCN3CC(C2)=C)COC1)F)C#N